C(C)(C)(C)C=1C=C(C=C(C1O)C)O 3-t-butyl-4-hydroxy-5-methylphenol